C(#N)C1=CC=C(C2=CC=CC=C12)NC(C(C)(N1N=CC(=C1)C1CCN(CC1)C1CC2C(CNC2)C1)C)=O N-(4-cyanonaphthalen-1-yl)-2-methyl-2-(4-(1-(octahydrocyclopenta[c]pyrrol-5-yl)piperidin-4-yl)-1H-pyrazol-1-yl)propanamide